1-(2-Chlorophenyl)-4-(((trans)-2-hydroxycyclobutyl)amino)-7-(trifluoromethoxy)quinazolin-2(1H)-one ClC1=C(C=CC=C1)N1C(N=C(C2=CC=C(C=C12)OC(F)(F)F)N[C@H]1[C@@H](CC1)O)=O